C(=O)C1=C(CN(C(=O)C=2N=C(SC2)C)CC(NC=2C=C3CC4(C(NC5=NC=CC=C54)=O)CC3=CC2)=O)C=CC=C1 N-(2-formylbenzyl)-2-methyl-N-(2-oxo-2-((2'-oxo-1,1',2',3-tetrahydrospiro[indene-2,3'-pyrrolo[2,3-b]pyridin]-5-yl)amino)ethyl)thiazole-4-carboxamide